decane-3,5-dione CCC(CC(CCCCC)=O)=O